C(C)(=O)N(C=1SC2=C(C1C(=O)O)C=CC(=C2)O)CC2=C(C=CC=C2)F 2-[acetyl(2-fluorobenzyl)amino]-6-hydroxy-1-benzothiophene-3-carboxylic acid